FC(C=1N=C2N(CCOC3=C2C=CC(=C3)C(=O)OC)C1)(F)F methyl 2-(trifluoromethyl)-5,6-dihydrobenzo[f]imidazo[1,2-d][1,4]oxazepine-9-carboxylate